5-(benzyloxy)-2-hydroxy-4-methoxy-benzaldehyde C(C1=CC=CC=C1)OC=1C(=CC(=C(C=O)C1)O)OC